NC1=C(C(C(=O)O)=CC=C1)C(=O)O 3-AminoPhthalic acid